BrC1C2CC3C(C(OC13)=O)C2C(=O)[O-].[Hf+4].BrC2C1CC3C(C(OC23)=O)C1C(=O)[O-].BrC1C2CC3C(C(OC13)=O)C2C(=O)[O-].BrC2C1CC3C(C(OC23)=O)C1C(=O)[O-] hafnium 2-bromo-5-oxo-4-oxatricyclo[4.2.1.03,7]nonane-9-carboxylate